S(=O)(=O)(O)O.O=C[C@H](O)[C@@H](O)[C@H](O)[C@H](O)CO glucose sulfate salt